O=C1NC(CCC1N1C(C2=CC=CC(=C2C1=O)NC(COCCOCCOCCOCC)=O)=O)=O N-(2-(2,6-dioxopiperidin-3-yl)-1,3-dioxoisoindolin-4-yl)-3,6,9,12-tetraoxatetradecan-amide